C(C)[C@@H]1N(C[C@H](N(C1)C(C)C1=NC=C(C=C1)C(F)(F)F)CC)C=1C=2C(N(C(C1)=O)C)=CN(N2)CC#N 2-(7-((2S,5R)-2,5-diethyl-4-(1-(5-(trifluoromethyl)pyridin-2-yl)ethyl)piperazin-1-yl)-4-methyl-5-oxo-4,5-dihydro-2H-pyrazolo[4,3-b]pyridin-2-yl)acetonitrile